2-{[8-(4-aminophenyl)-3-oxo-1H,2H,3H-benzo[e]isoindol-2-yl]methyl}prop-2-enamide NC1=CC=C(C=C1)C=1C=CC2=C(C=3CN(C(C3C=C2)=O)CC(C(=O)N)=C)C1